trifluoro-boric acid methacrylic acid salt C(C(=C)C)(=O)O.B(F)(F)F